F[C@]1([C@@H](O[C@@H]([C@H]1O)CO)N1C(NC(C=C1)=O)=O)C 1-((2R,3R,4R,5R)-3-fluoro-4-hydroxy-5-(hydroxymethyl)-3-methyltetrahydrofuran-2-yl)pyrimidine-2,4(1H,3H)-dione